OC1=CC=C2[C@@H]([C@@H](OCC2=C1)C1=CC(=CC=C1)OC(F)(F)F)C1=CC=C(C=C1)N1CCC(CC1)C=O 1-(4-((3R,4S)-7-hydroxy-3-(3-(trifluoromethoxy)phenyl)isochroman-4-yl)phenyl)piperidine-4-carbaldehyde